3-(1-methylcyclopropyl)isoxazole-4-carboxylic acid CC1(CC1)C1=NOC=C1C(=O)O